3-{[benzyl-(methyl)amino]methyl}-3-(methoxymethyl)oxolan-2-one C(C1=CC=CC=C1)N(C)CC1(C(OCC1)=O)COC